C(#N)C=1C=C(C=CC1)C1=CC(=NC(=N1)NCC(C)(C)O)C=1N=NN(C1)CC1=CC=CC(=N1)N1[C@@H](CCC1)C(=O)O (S)-1-[6-({4-[6-(m-cyanophenyl)-2-(2-hydroxy-2-methylpropylamino)-4-pyrimidinyl]-1H-1,2,3-triazol-1-yl}methyl)-2-pyridinyl]-2-pyrrolidinecarboxylic acid